(R)-4-benzyl-3-((R)-6-(5-bromo-2,3-difluorophenyl)-6,6-dimethoxy-2-methylhexanoyl)oxazolidin-2-one C(C1=CC=CC=C1)[C@H]1N(C(OC1)=O)C([C@@H](CCCC(OC)(OC)C1=C(C(=CC(=C1)Br)F)F)C)=O